2-chloro-N-(1-methylethyl)-N-phenylacetamide ClCC(=O)N(C1=CC=CC=C1)C(C)C